C1(=[C-]C=CC=C1)C#CC1=CC=CC=C1 tolaneID